1-(4-(3-cyclopropoxyphenyl)-2-methyl-5-(5-(4-methylpiperazin-1-yl)-1H-benzo[d]imidazol-2-yl)-1H-pyrrol-3-yl)ethan-1-one C1(CC1)OC=1C=C(C=CC1)C=1C(=C(NC1C1=NC2=C(N1)C=CC(=C2)N2CCN(CC2)C)C)C(C)=O